F[C@@H]\1[C@H]2CC[C@@H](C/C1=C/C=1N=CC(=NC1)C=1C=C3C=CN=CC3=CC1O)N2 6-(5-((Z)-((1R,2S,5S)-2-fluoro-8-azabicyclo[3.2.1]octan-3-ylidene)methyl)pyrazin-2-yl)isoquinolin-7-ol